(S)-2-((4-(6-((7-Fluoroquinolin-6-yl)methoxy)pyridin-2-yl)piperidin-1-yl)methyl)-1-(oxetan-2-ylmethyl)-1H-benzo[d]imidazole-6-carboxylic acid FC1=C(C=C2C=CC=NC2=C1)COC1=CC=CC(=N1)C1CCN(CC1)CC1=NC2=C(N1C[C@H]1OCC1)C=C(C=C2)C(=O)O